aluminum monoethylhypophosphite C(C)O[PH2]=O.[Al]